C(CCC)[Li] ButylLithium